bicyclo[6.1.0]Nonene C12=CCCCCCC2C1